P(=O)(O[C@@H]1[C@@H](OC(C)=O)[C@@H](OC(C)=O)[C@H](OC(C)=O)[C@H](O1)[C@H](OC(C)=O)COP(=O)(OCC1=CC=CC=C1)OCC1=CC=CC=C1)([O-])[O-] 2,3,4,6-tetra-O-acetyl-[7-O-(bis[benzyloxy]phosphoryl)-D-glycero-α-D-manno-heptopyranosyl] phosphate